5-fluoro-N-isopropyl-N-methyl-2-(3-(cis-4-(piperidin-1-yl)cyclohexyl)-1H-pyrrolo[2,3-c]pyridin-1-yl)benzamide FC=1C=CC(=C(C(=O)N(C)C(C)C)C1)N1C=C(C=2C1=CN=CC2)[C@@H]2CC[C@@H](CC2)N2CCCCC2